NC(CC[O-])(CC[O-])CC 3-amino-3-ethylpentane-1,5-diolAt